C(=O)O.N1N=CC=C1C1=CC=C2C(=NC(=NC2=C1)N)NC[C@H]1OCCC1 (S)-7-(1H-pyrazol-5-yl)-N4-((tetrahydrofuran-2-yl)methyl)quinazoline-2,4-diamine formate